C(C=C)(=O)N1[C@H](CN(C[C@H]1C)C1=C(C(N(C2=NC(=C(C=C12)Cl)C1=C(C=CC=C1O)F)C=1C(=NC=CC1C)C(C)C)=O)C#N)C 4-((3s,5r)-4-propenoyl-3,5-dimethylpiperazin-1-yl)-6-chloro-7-(2-fluoro-6-hydroxyphenyl)-1-(2-isopropyl-4-methylpyridin-3-yl)-2-oxo-1,2-dihydro-1,8-naphthyridine-3-carbonitrile